C(CCC)C1CN(C2=C(S(C1(C)F)(=O)=O)C=C(C(=C2)SC)O/C=C/C(=O)OC(C)(C)C)C2=CC=CC=C2 tert-butyl (E)-3-((3-butyl-2-fluoro-2-methyl-7-(methylthio)-1,1-dioxido-5-phenyl-2,3,4,5-tetrahydrobenzo[b][1,4]thiazepin-8-yl)oxy)acrylate